C(C)C1(C=2C(NC=3C(C(CC(C13)=O)(C)C)F)=NNC2)C2=CC(=CC=C2)C(F)(F)F 4-ethyl-8-fluoro-7,7-dimethyl-4-[3-(trifluoromethyl)phenyl]-2,6,8,9-tetrahydropyrazolo[3,4-b]quinolin-5-one